C(N)(=O)C1=NN(C(=C1)C)C1=CC=C(CC2=CC=C(C=C2)C2=CC=C(C=C2)C(=O)OC(C)(C)C)C=C1 tert-Butyl 4'-(4-(3-carbamoyl-5-methyl-1H-pyrazol-1-yl)benzyl)-[1,1'-biphenyl]-4-carboxylate